NC=1C(=NC=NC1Cl)NC=1C=C(C=CC1N1CCN(CC1)C)C1=CC=C(C=C1)NC(=O)C1CCCCC1 N-(3'-((5-amino-6-chloropyrimidin-4-yl)amino)-4'-(4-methylpiperazin-1-yl)-[1,1'-biphenyl]-4-yl)cyclohexanecarboxamide